C(C)(C)(C)CN(C(=O)OC(C)(C)C1=CC=NC=2CCCCC12)C1CCN(CC1)C=1C2=CN(N=C2C(=CC1)C(NC=1C=C(C=2N(C1)C=C(N2)C)F)=O)C=C 2-(5,6,7,8-tetrahydroquinolin-4-yl)propan-2-ol tert-butyl-N-{1-[2-ethenyl-7-({8-fluoro-2-methylimidazo[1,2-a]pyridin-6-yl}carbamoyl)indazol-4-yl]piperidin-4-yl}-N-methylcarbamate